Cl.C1(=CC(=CC=C1)CNCCCNCCCNCC(C)C)CNCCCNCCCNCC(C)C N1,N1'-(1,3-phenylenebis(methylene))bis(N3-(3-(isobutylamino)propyl)propane-1,3-diamine), hydrochloride salt